(E)-4-oxobutyric acid O=CCCC(=O)O